CC1(OC=2C=C(C=C(C2[C@H]2[C@H]1CC=C(C2)C)O)[C@H]2[C@@]1(CC[C@@H](C2)C1(C)C)C)C (6Ar,10aR)-6,6,9-trimethyl-3-[(1S,2S,4S)-1,7,7-trimethyl-2-bicyclo[2.2.1]heptanyl]-6a,7,10,10a-tetrahydrobenzo[c]chromen-1-ol